Cl.Cl.ClC=1C=C(C=NC1N1CCNCC1)C1=NOC(=N1)CCCN 3-[3-(5-chloro-6-piperazin-1-yl-3-pyridyl)-1,2,4-oxadiazol-5-yl]propan-1-amine dihydrochloride